BrC1=C(C=C(C2=CC=CC=C12)OC)C(=O)NNC1=CC=C(C=C1)C(F)(F)F 1-bromo-4-methoxy-N'-(4-(trifluoromethyl)phenyl)-2-naphthoyl-hydrazine